FC1=C2C=C(N(C2=CC=C1N1C(C=2C=C(C(=NC2C(=C1)C(=O)N1CCC(CC1)F)OC)OC)=O)C)C 6-(4-fluoro-1,2-dimethyl-1H-indol-5-yl)-8-(4-fluoropiperidine-1-carbonyl)-2,3-dimethoxy-5,6-dihydro-1,6-naphthyridin-5-one